BrC=1C=C(NC2=NC=NC=C2C2=NC(=NO2)C2=CC=CC=C2)C=CC1 4-Meta-bromoanilino-5-(3-phenyl-1,2,4-oxadiazol-5-yl)pyrimidine